CC1(CCNCC1)C(C)N 1-(4-methylpiperidin-4-yl)ethylamine